The molecule is a sesquiterpene lactone isolated from Saussureae Radix and has been shown to exhibit inhibitory activity against melanogenesis. It has a role as a melanin synthesis inhibitor and a metabolite. It is an organic heterotricyclic compound, a sesquiterpene lactone and a tertiary alcohol. C[C@]12CCC[C@@]([C@@H]1[C@@H]3[C@@H](CC2)C(=C)C(=O)O3)(C)O